FC=1C=C(CN2N=C(N=C2)CNC2=NC=3N([C@H](C(NC3C(=N2)C)=O)C(C)C)C)C=C(C1OC)F (S)-2-(((1-(3,5-difluoro-4-methoxybenzyl)-1H-1,2,4-triazol-3-yl)methyl)amino)-7-isopropyl-4,8-dimethyl-7,8-dihydropteridin-6(5H)-one